tert-butyl 3-hydroxy-3-methyl-6-azabicyclo[3.1.1]heptane-6-carboxylate OC1(CC2N(C(C1)C2)C(=O)OC(C)(C)C)C